REl-carbon dioxide C(=O)=O